(S)-2-chloro-3-((3,4-dimethyl-2-oxo-7-((2,4,6-trifluorobenzyl) carbamoyl)-3,4-dihydroquinazolin-1(2H)-yl) methyl)-4-fluorophenyl phosphate P(=O)(OC1=C(C(=C(C=C1)F)CN1C(N([C@H](C2=CC=C(C=C12)C(NCC1=C(C=C(C=C1F)F)F)=O)C)C)=O)Cl)([O-])[O-]